N[C@@H](C(=O)O)CCS |r| DL-2-amino-4-mercaptobutyric acid